C=C1C[C@H]2CCC(N2C1)=O (R)-2-methylene-5-oxotetrahydro-1H-pyrrolizine